CC=1C=C(C=C(C1)C)NC(OCC=1C=C2C(N(CC2=C(C1)OC)C1C(NC(CC1)=O)=O)=O)=O (2-(2,6-dioxopiperidin-3-yl)-7-methoxy-3-oxoisoindolin-5-yl)methyl (3,5-dimethylphenyl)carbamate